Cl.CN(CCCN=C=NCC)C (3-dimethylaminopropyl)3-ethylcarbodiimide hydrochloride